[Mn+2].[S-2].[Mn+2].[S-2] manganese sulfide compound with manganese